NC1=C(C(=CC=C1)C(N(C)C)=O)NCC(CCCNC(OC(C)(C)C)=O)C tert-butyl (5-((2-amino-6-(dimethylcarbamoyl)phenyl)amino)-4-methylpentyl)carbamate